Cl.O1CCN(CC1)CCCCC(=O)O 5-morpholinovaleric acid hydrochloride